ClC1=CC=C(C=C1)C=1C=NC=NC1CC 5-(4-chlorophenyl)-6-ethylpyrimidine